3β-methylsulfonyl-5α-hydroxy-6β-[2-(1H-imidazol-4-yl)ethylamino]cholestane CS(=O)(=O)[C@@H]1C[C@@]2([C@@H](C[C@H]3[C@@H]4CC[C@H]([C@@H](CCCC(C)C)C)[C@]4(CC[C@@H]3[C@]2(CC1)C)C)NCCC=1N=CNC1)O